(1R,5S,6s)-N-[6-(2-chloro-3-fluoro-phenyl)pyridazin-3-yl]-3-(tetrahydropyran-4-ylmethyl)-3-azabicyclo[3.1.0]hexan-6-amine ClC1=C(C=CC=C1F)C1=CC=C(N=N1)NC1[C@@H]2CN(C[C@H]12)CC1CCOCC1